3,4-difluoro-N-[1-[1-[(1R)-3-(hydroxyamino)-1-(1H-indol-3-ylmethyl)-3-oxo-propyl]triazol-4-yl]ethyl]benzamide FC=1C=C(C(=O)NC(C)C=2N=NN(C2)[C@@H](CC(=O)NO)CC2=CNC3=CC=CC=C23)C=CC1F